ClC=1C=C(C=C(C1)Cl)C1=NOC(C1)(C(=O)N[C@@H]1C[C@@H](OC1)C(=O)OC)C=C |o1:16,18| Methyl rel-(2R,4R)-4-[[3-(3,5-dichlorophenyl)-5-vinyl-4H-isoxazol-5-carbonyl]amino]tetrahydrofuran-2-carboxylate